N,N'-diphenylguanidine hydrobromide C1=CC=C(C=C1)NC(=NC2=CC=CC=C2)N.Br